N-(5-(6-(3,5-dimethoxyphenyl)pyrazin-2-yl)thiophen-3-yl)pentanamide COC=1C=C(C=C(C1)OC)C1=CN=CC(=N1)C1=CC(=CS1)NC(CCCC)=O